6-(Benzyloxycarbonyl)-N2-(2,2,2-trifluoroacetyl)-L-lysine C(C1=CC=CC=C1)OC(=O)C(CCC[C@H](NC(C(F)(F)F)=O)C(=O)O)N